N-((1r,4r)-4-(5-ethynyl-2-((4-(4-methylpiperazin-1-yl)phenyl)amino)-7-oxopyrido[2,3-d]pyrimidin-8(7H)-yl)cyclohexyl)pyridazine-4-carboxamide C(#C)C1=CC(N(C=2N=C(N=CC21)NC2=CC=C(C=C2)N2CCN(CC2)C)C2CCC(CC2)NC(=O)C2=CN=NC=C2)=O